COC1=CC=C(C=C1)S(=O)(=O)N1CC(N(CC1)CC(=O)N[C@H](C(=O)N(C)C1=CC=C(C=C1)OC)CC1=CC=CC=C1)=O (S)-2-(2-(4-((4-methoxyphenyl)sulfonyl)-2-oxopiperazin-1-yl)acetylamino)-N-(4-methoxyphenyl)-N-methyl-3-phenylpropanamide